FC=1C=C(C=CC1)CCN 2-(3-fluorophenyl)ethan-1-amine